FC1=C2C=NN(C2=C(C=C1)N)C 4-fluoro-1-methyl-1H-indazol-7-amine